(E)-2-(3-(3-ethoxy-3-oxoprop-1-en-1-yl)benzyl)-1H-pyrrole-1-carboxylic acid tert-butyl ester C(C)(C)(C)OC(=O)N1C(=CC=C1)CC1=CC(=CC=C1)\C=C\C(=O)OCC